N1N=C(C=C1)CN1C(C2=CC=C(C=C2C=N1)S(=O)(=O)C=1C=NN(C1)C)=O 2-((1H-pyrazol-3-yl)methyl)-6-((1-methyl-1H-pyrazol-4-yl)sulfonyl)phthalazin-1(2H)-one